2-(6-(((1s,2s,3r,5r)-2-fluoro-9-azabicyclo[3.3.1]non-3-yl)oxy)pyridazin-3-yl)-5-(5-methylfuran-2-yl)phenol F[C@H]1[C@@H]2CCC[C@H](C[C@H]1OC1=CC=C(N=N1)C1=C(C=C(C=C1)C=1OC(=CC1)C)O)N2